C(C1=CC=CC=C1)OC(=O)[C@H]1N(C[C@@H]([C@H]1OC)F)C(CNC(CCCOC1=CC=CC=C1)=O)=O (2S,3S,4S)-4-fluoro-3-methoxy-1-((4-phenoxybutyryl)glycyl)pyrrolidine-2-carboxylic acid benzyl ester